FC=1C=C2C(=NNC2=CC1OCCOC)C1=CC(=NO1)C1=CC=C(C(=O)N2[C@@H]3[C@H](CC2)CNC3=O)C=C1 (Cis)-1-(4-{5-[5-fluoro-6-(2-methoxyethoxy)-1H-indazol-3-yl]-1,2-oxazol-3-yl}benzoyl)-octahydropyrrolo[3,4-b]pyrrol-6-one